NC1=NC(N(C=C1C)[C@H]1O[C@@]([C@H](C1)O)(CO)C#C)=O 4-amino-1-((2S,4S,5R)-5-ethynyl-4-hydroxy-5-(hydroxymethyl)tetrahydrofuran-2-yl)-5-methylpyrimidin-2(1H)-one